methyl 2-hexyl-3-oxocyclopentane-1-carboxylate C(CCCCC)C1C(CCC1=O)C(=O)OC